5-[4-[(3S)-1-(3-fluoropropyl)pyrrolidin-3-yl]oxyphenyl]-4-indolin-4-yl-2,3-dihydro-1-benzoxepin-8-ol FCCCN1C[C@H](CC1)OC1=CC=C(C=C1)C1=C(CCOC2=C1C=CC(=C2)O)C2=C1CCNC1=CC=C2